CNS(=O)(=O)C1=CC(=C(C=C1)NC[C@@H](C)C1=CC=CC=C1)C=1N=CN(C1)C N-Methyl-3-(1-methylimidazol-4-yl)-4-[[(2S)-2-phenylpropyl]amino]benzenesulfonamide